bis(3-pentyloctyl) 7-((2-oxaspiro[3.3]heptan-6-yl)amino)tridecanedioate C1OCC12CC(C2)NC(CCCCCC(=O)OCCC(CCCCC)CCCCC)CCCCCC(=O)OCCC(CCCCC)CCCCC